(R)-5-amino-N-(2,6-difluoro-4-(trifluoromethyl)benzyl)-6-methyl-N-(pentan-3-yl)-6,8-dihydro-1H-furo[3,4-d]pyrrolo[3,2-b]pyridine-2-carboxamide NC1=C2C(=C3C(=N1)C=C(N3)C(=O)N(C(CC)CC)CC3=C(C=C(C=C3F)C(F)(F)F)F)CO[C@@H]2C